COC(=O)C=1C=CC2=C(N(C(=N2)CN2CCC(CC2)C2=NC(=CC=C2)OCC2=CSC(=C2)C(C)=O)C[C@H]2OCC2)C1 (S)-2-((4-(6-((5-acetylthiophen-3-yl)methoxy)pyridine-2-yl)piperidin-1-yl)methyl)-1-(oxetan-2-ylmethyl)-1H-benzo[d]imidazole-6-carboxylic acid methyl ester